C(CCCCCCCCC)C(C(=O)O)(C)C1=C(C=C(C=C1C(C)(C)C)O)C(C)(C)C.NC1=C(C(=CC(=N1)C1=CC(=C(C=C1)C1=CN(C(O1)=O)[C@H]1C(NC(CC1)=O)=O)F)C)C (R)-3-(5-(4-(6-amino-4,5-dimethylpyridin-2-yl)-2-fluorophenyl)-2-oxooxazol-3(2H)-yl)piperidine-2,6-dione decyl-2,6-di-tert-butyl-4-hydroxyphenylpropionate